2-(4-carbamoylbenzyl)-3-(4-(3,4-dichlorophenyl)-5-isobutylthiazol-2-ylamino)propionic acid C(N)(=O)C1=CC=C(CC(C(=O)O)CNC=2SC(=C(N2)C2=CC(=C(C=C2)Cl)Cl)CC(C)C)C=C1